C(CCCCCCCCC\C=C/CCCCCC)(=O)O (11Z)-octadec-11-enoic acid